N-(1-(3-chloro-phenyl)-2-hydroxy-ethyl)-1-(2-(cyclopropyl-amino)-5-methyl-pyrimidin-4-yl)-1H-pyrrole-3-carboxamide ClC=1C=C(C=CC1)C(CO)NC(=O)C1=CN(C=C1)C1=NC(=NC=C1C)NC1CC1